(2R,5S)-tert-butyl 2-(3-hydroxyphenyl)-5-methylpiperidine-1-carboxylate tert-Butyl-(2R,5S)-5-methyl-2-[3-(4,4,5,5-tetramethyl-1,3,2-dioxaborolan-2-yl)phenyl]piperidine-1-carboxylate C(C)(C)(C)OC(=O)N1[C@H](CC[C@@H](C1)C)C1=CC(=CC=C1)B1OC(C(O1)(C)C)(C)C.OC=1C=C(C=CC1)[C@@H]1N(C[C@H](CC1)C)C(=O)OC(C)(C)C